C[C@@H]1[C@H](N(S(O1)=O)C(=O)OC(C)(C)C)C(=O)OC 3-(tert-butyl) 4-methyl (4S,5R)-5-methyl-1,2,3-oxathiazolidine-3,4-dicarboxylate 2-oxide